(2S)-1-(9H-fluoren-9-ylmethoxycarbonyl)-2,3-dihydroindol-2-carboxylic acid C1=CC=CC=2C3=CC=CC=C3C(C12)COC(=O)N1[C@@H](CC2=CC=CC=C12)C(=O)O